O1C=NC=C1C(=O)N1[C@H](C2=C(CC1)NC=N2)C2=NN1C(C(=CC=C1)C(F)(F)F)=C2 (R)-oxazol-5-yl(4-(4-(trifluoromethyl)pyrazolo[1,5-a]pyridin-2-yl)-6,7-dihydro-1H-imidazo[4,5-c]pyridin-5(4H)-yl)methanone